N[C@@H](C(=O)NCCCC[C@@H](C(=O)OC(C)(C)C)NC(=O)N[C@H](C(=O)OC(C)(C)C)CCC(=O)OC(C)(C)C)CC1=CC=C2C=CN=CC2=C1 di-tert-butyl (2S)-2-({[(2S)-6-{[(2R)-2-amino-3-(isoquinolin-7-yl)propanoyl]amino}-1-tert-butoxy-1-oxohexan-2-yl]carbamoyl}amino)pentanedioate